N1=CN=C(C2=C1C=CS2)C(=O)O thieno[3,2-d]pyrimidine-4-carboxylic acid